copper tetrafluoroborate F[B-](F)(F)F.[Cu+2].F[B-](F)(F)F